Benzyl {(1R,2R,5S)-2-(cyanomethyl)-5-[(6-nitrothieno[3,2-b]pyridin-7-yl)amino]cyclohexyl}carbamate C(#N)C[C@@H]1[C@@H](C[C@H](CC1)NC1=C2C(=NC=C1[N+](=O)[O-])C=CS2)NC(OCC2=CC=CC=C2)=O